1-(2-chloro-6-(trifluoromethyl)pyridin-4-yl)azetidin-3-ol ClC1=NC(=CC(=C1)N1CC(C1)O)C(F)(F)F